6-((5-methylpyridin-2-yl)methyl)-3,6-diazabicyclo[3.1.1]heptane CC=1C=CC(=NC1)CN1C2CNCC1C2